3-methyl-6-(3'H-spiro[cyclopropane-1,1'-isobenzofuran]-6'-yl)-1,2,3,4-tetrahydropyridine CC1CNC(=CC1)C1=CC=C2COC3(C2=C1)CC3